The molecule is a trihydroxyflavone that is 5,6,3'-trihydroxyflavone further substituted by methoxy groups at positions 7, 8 and 4'. Isolated from Crinum latifolium, it exhibits inhibitory effect on the tube-like formation of human umbilical vein endothelial cells (HUVECs). It has a role as a metabolite. It is a trimethoxyflavone and a trihydroxyflavone. COC1=C(C=C(C=C1)C2=CC(=O)C3=C(C(=C(C(=C3O2)OC)OC)O)O)O